rel-tert-butyl (R)-7-(4-((4-([1,2,4]triazolo[1,5-a]pyridin-7-yloxy)-2-fluoro-3-methylphenyl)amino)pyrido[3,2-d]pyrimidin-6-yl)-4-azaspiro[2.5]octane-4-carboxylate N=1C=NN2C1C=C(C=C2)OC2=C(C(=C(C=C2)NC=2C1=C(N=CN2)C=CC(=N1)[C@@H]1CCN(C2(CC2)C1)C(=O)OC(C)(C)C)F)C |o1:27|